C(#N)C1=C(C=C(C=C1)C1=CC(=CC=2N1N=CN2)NC(C)=O)F N-[5-(4-cyano-3-fluorophenyl)-[1,2,4]triazolo[1,5-a]pyridin-7-yl]acetamide